FC(C(=O)O)(F)F.NCC(CC=1N(C(NN1)=O)C=1C=NC(=C(C1)C)Br)=C(F)F [2-(aminomethyl)-3,3-difluoro-allyl]-4-(6-bromo-5-methyl-3-pyridinyl)-1,2,4-triazol-3-one trifluoroacetate salt